octyl-(S)-2-hydroxypentanedioate C(CCCCCCC)OC([C@H](CCC(=O)[O-])O)=O